CC=1N=C2N(C=C(C(=C2)C)NC(=O)N2CCC=3C2=NC=CC3N3C[C@@H](NCC3)C)C1 (S)-N-(2,7-dimethylimidazo[1,2-a]pyridin-6-yl)-4-(3-methylpiperazin-1-yl)-2,3-dihydro-1H-pyrrolo[2,3-b]pyridine-1-carboxamide